ClC=1C(=NC=CC1)N1N=C(N=C1N)NC1=CC=C(C=C1)OCCN1CCCC1 1-(3-chloropyridin-2-yl)-N3-(4-(2-(pyrrolidin-1-yl)ethoxy)phenyl)-1H-1,2,4-triazole-3,5-diamine